4-methyl-3-(4-(trifluoromethyl)phenyl)-1H-pyrazol-5-amine CC=1C(=NNC1N)C1=CC=C(C=C1)C(F)(F)F